BrC=1C(=C(C=CC1)C(C(=O)N)=NO)OC (3-bromo-2-methoxyphenyl)-2-(hydroxyimino)acetamide